C(C)OC(=O)C=1N(C(=C(C1C)Br)C)C 4-bromo-1,3,5-trimethyl-pyrrole-2-carboxylic acid ethyl ester